C(C)(C)(C)NS(=O)(=O)O N-tert-butylaminosulfonic acid